2-[2-(tert-Butoxycarbonylamino)pyridin-4-yl]acetic acid C(C)(C)(C)OC(=O)NC1=NC=CC(=C1)CC(=O)O